2-(3-methylbut-2-yl)-6-phenyl-N4-(pyridin-4-yl)-1,3,5-triazine-2,4-diamine CC(C(C)C1(NC(=NC(=N1)NC1=CC=NC=C1)C1=CC=CC=C1)N)C